Cl.N1CC(CCC1)COC1=NC(=CC=C1)C(F)(F)F 2-(piperidin-3-ylmethoxy)-6-(trifluoromethyl)pyridine hydrochloride